2-Amino-4-(butylamino)-6-(4-oxo-4-(piperazin-1-yl)butyl)pyridin NC1=NC(=CC(=C1)NCCCC)CCCC(N1CCNCC1)=O